S1C=NC2=C1C=CC(=C2)NC2=CC=NC1=C(C(=CC=C21)C2=C(C=C(C=C2)C(=O)N2CC1(C2)CNC1)F)F (4-(4-(benzo[d]thiazol-5-ylamino)-8-fluoroquinolin-7-yl)-3-fluorophenyl)(2,6-diazaspiro[3.3]heptan-2-yl)methanone